N,N-diisopropyl-2-(2-methyl-3-(piperidine-4-carbonyl)-1H-pyrrolo[2,3-c]pyridin-1-yl)benzamide C(C)(C)N(C(C1=C(C=CC=C1)N1C(=C(C=2C1=CN=CC2)C(=O)C2CCNCC2)C)=O)C(C)C